CC1(OCCN1CCO)CC 2-methyl-2-ethyl-3-hydroxyethyl-1,3-oxazolidine